rel-(S)-6-(4-tert-butyl-5-chloro-2-methyl-phenyl)-1-methylimino-1-oxo-2,3,4,5-tetrahydrothiopyrano[3,2-b]pyridin-8-one C(C)(C)(C)C1=CC(=C(C=C1Cl)C1=CC(C2=C(N1)CCC[S@@]2(=O)=NC)=O)C |o1:20|